3-(5-((2-(4-hydroxypiperidin-1-yl)cyclopentyl)oxy)-1-oxoisoindolin-2-yl)piperidine-2,6-dione OC1CCN(CC1)C1C(CCC1)OC=1C=C2CN(C(C2=CC1)=O)C1C(NC(CC1)=O)=O